ClC1=CC=CC=2SC(=CC21)C(=O)NC2=CC(=CC(=C2)NS(=O)(=O)C)Cl 4-chloro-N-(3-chloro-5-(methylsulfonamido)phenyl)benzo[b]thiophene-2-carboxamide